C12(CC3CC(CC(C1)C3)C2)C(=O)[O-].[Cu+2].C23(CC1CC(CC(C2)C1)C3)C(=O)[O-] copper adamantanecarboxylate salt